C(CCCC(=O)[O-])(=O)OCCN Aminoethyl glutarate